1-oxa-3,7-diazaspiro[4.4]nonan-2-one O1C(NCC12CNCC2)=O